2-(tert-butyl)-N-(2-methyl-4-(5-methyl-2-((1-methyl-1H-pyrazol-4-yl)amino)pyrimidin-4-yl)benzyl)thiazole-5-carboxamide C(C)(C)(C)C=1SC(=CN1)C(=O)NCC1=C(C=C(C=C1)C1=NC(=NC=C1C)NC=1C=NN(C1)C)C